CNC(=O)C1CCC=2N1C(C(=NC2)N)=O N-METHYL-3-AMINO-4-OXO-4,6,7,8-TETRAHYDROPYRROLO[1,2-A]PYRAZINE-6-CARBOXAMIDE